2-(2,3-dichlorophenyl)-5-amino-4-hydroxy-3(2H)-furanone ClC1=C(C=CC=C1Cl)C1OC(=C(C1=O)O)N